C[C@@]1([C@@](CCCC1)(N)C)N trans-dimethyl-1,2-cyclohexanediamine